O=C1N(CC2=CC(=CC=C12)C1CCN(CC1)CC1=CC=NN1C1=CC=CC=C1)C1C(NC(CC1)=O)=O 3-(1-oxo-5-(1-((1-phenyl-1H-pyrazol-5-yl)methyl)piperidin-4-yl)isoindolin-2-yl)piperidine-2,6-dione